ClC=1C=C2C(=NC1OC)C(=C(N2C)C2=NN=C(N2)C(COC)OC)N2C=NC=C2 6-chloro-2-(5-(1,2-dimethoxyethyl)-4H-1,2,4-triazol-3-yl)-3-(1H-imidazol-1-yl)-5-methoxy-1-methyl-1H-pyrrolo[3,2-b]pyridine